CNC(OCCl)=O Chloromethyl N-methyl-carbamate